O1[C@@H]2CN[C@H](C3=C1C(=CN=C3)C#N)C2 (2S,5S)-2,3,4,5-Tetrahydro-2,5-methanopyrido[3,4-f][1,4]oxazepine-9-carbonitrile